Cl.CC=1N=C2N(N=C(C=C2C)C=2C=C3C=CN(C(C3=C(C2)F)=O)C2CCN(CC2)CC)C1 6-{2,8-dimethylimidazo[1,2-b]pyridazin-6-yl}-2-(1-ethylpiperidin-4-yl)-8-fluoroisoquinolin-1-one hydrochloride